8-P-MENTHENE-1,2-DIOL CC(=C)[C@@H]1CC[C@]([C@H](C1)O)(C)O